ferric oxide arsenic [As+3].[O-2].[Fe+3].[O-2].[O-2]